FC1=CC(=C(C=C1C=1C=NC(=CC1)N1CCOCC1)NC(=O)C1=CNC(C=C1C(F)(F)F)=O)N1C[C@H](N(CC1)C)C |r| N-[4-fluoro-5-(6-morpholin-4-ylpyridin-3-yl)-2-[rac-(3R)-3,4-dimethylpiperazin-1-yl]phenyl]-6-oxo-4-(trifluoromethyl)-1H-pyridine-3-carboxamide